C(C)(=O)[O-].C(C)(=O)[O-].[Mo+4] molybdenum (IV) diacetate